C(C(=C)C)(=O)OC(C(C(CCCCCCC(F)(F)F)(F)F)(F)F)(F)F nonafluorodecyl methacrylate